FC1=C(C(=C(C=C1)OC)C=1C(=CC=CC1OC)C=O)C=O (S)-3-fluoro-6,6'-dimethoxybiphenyl-2,2'-dialdehyde